2-[[(2S,3R,4R,5R)-3-(3,4-Difluoro-2-methoxy-phenyl)-4,5-dimethyl-5-(trifluoromethyl)tetrahydrofuran-2-carbonyl]amino]pyridin-4-carboxamid FC=1C(=C(C=CC1F)[C@@H]1[C@H](O[C@]([C@@H]1C)(C(F)(F)F)C)C(=O)NC1=NC=CC(=C1)C(=O)N)OC